4-(4-carbonylphenyl)-benzoin chloride [Cl-].C(=O)=C1CC=C(C=C1)C1=CC=C(C=C1)C(=O)C(O)C1=CC=CC=C1